O1COC2=C1C=CC(=C2)CCC(=O)O[C@H]2C(OC1=CC3=C(C=C1C2)C=CC(O3)=O)(C)C (R)-2,2-dimethyl-8-oxo-2,3,4,8-tetrahydropyrano[3,2-g]chromen-3-yl 3-(benzo[d][1,3]dioxol-5-yl)propanoate